bis(biphenyl-4-yl)-{6-(1,1':4',1''-terphenyl-4-yl)biphenyl-3-yl}amine C1(=CC=C(C=C1)N(C=1C=C(C(=CC1)C1=CC=C(C=C1)C1=CC=C(C=C1)C1=CC=CC=C1)C1=CC=CC=C1)C1=CC=C(C=C1)C1=CC=CC=C1)C1=CC=CC=C1